methyl 1-chloro-5-oxo-6,7,8,9-tetrahydro-5H-benzo[7]annulene-2-carboxylate ClC1=C(C=CC2=C1CCCCC2=O)C(=O)OC